2-(4-chloro-3-fluorophenoxy)-N-(3-(methylamino)bicyclo[1.1.1]pent-1-yl)acetamide ClC1=C(C=C(OCC(=O)NC23CC(C2)(C3)NC)C=C1)F